methyl 4-(1,2-benzothiazole-3-amido)-5-(2-chlorophenyl)-7-oxo-5H,6H,7H-pyrrolo[3,4-b]pyridine-2-carboxylate S1N=C(C2=C1C=CC=C2)C(=O)NC2=C1C(=NC(=C2)C(=O)OC)C(NC1C1=C(C=CC=C1)Cl)=O